1-(5-(5-chloro-2-methoxypyridin-4-yl)-1H-pyrazole-3-carbonyl)-N-(6-fluorochroman-4-yl)piperidine-4-carboxamide ClC=1C(=CC(=NC1)OC)C1=CC(=NN1)C(=O)N1CCC(CC1)C(=O)NC1CCOC2=CC=C(C=C12)F